FC=1C=C(C=C(C1)F)[C@@H]1CCC2=NN(C(N21)=O)C2CC(C2)C2=CC(=NC=N2)C#N 6-((1R,3S)-3-((S)-5-(3,5-difluorophenyl)-3-oxo-6,7-dihydro-3H-pyrrolo[2,1-c][1,2,4]triazol-2(5H)-yl)cyclobutyl)pyrimidine-4-carbonitrile